ClC1=C(C=C(C=C1)NC(=O)NC1=C(C(=C(C=C1)F)C(=O)C=1C=C2N=C(C=NC2=CC1)N1CCOCC1)F)C(F)(F)F 1-(4-chloro-3-(trifluoromethyl)phenyl)-3-(2,4-difluoro-3-(3-morpholinoquinoxaline-6-carbonyl)phenyl)urea